N7-(3-(4-methylpiperazin-1-yl)propyl)-2-(1-(tetrahydro-2H-pyran-2-yl)-1H-pyrazol-5-yl)thieno[3,2-b]pyridine-5,7-diamine CN1CCN(CC1)CCCNC1=C2C(=NC(=C1)N)C=C(S2)C2=CC=NN2C2OCCCC2